cis-2-(2-aminocycloheptyl)-3-bromo-5-chloro-N-(2-thienylmethyl)thieno[3,2-b]pyridin-7-amine N[C@@H]1[C@@H](CCCCC1)C1=C(C2=NC(=CC(=C2S1)NCC=1SC=CC1)Cl)Br